FC(C(=O)NC1(CCC1)C(=O)O)(F)F 1-[(2,2,2-trifluoroacetyl)amino]cyclobutanecarboxylic acid